The molecule is a polysaccharide derivative comprised of a [2)-alpha-L-Rhap(III)-(1->2)-alpha-L-Rhap(II)-(1->3)-alpha-L-Rhap(I)-(1->3)-beta-D-GlcpNAc-(1->] tetrasaccharide repeat modified by addition of acetyl groups to 40% of the O-6 positions of the GlcNAc residue and to either O-3 or O-4 of many of the Rha(III) residues (30% to O-3; 20% to O-4). The structure provided is representative of that in Shigella flexneri serotype Y and shows the most common repeating unit. It has a role as an antigen. C[C@H]1[C@@H]([C@H]([C@H]([C@@H](O1)O[C@@H]2[C@H]([C@@H](O[C@H]([C@@H]2O)O[C@@H]3[C@H]([C@@H](O[C@@H]([C@H]3O)COC(=O)C)O)NC(=O)C)C)O)O[C@H]4[C@@H]([C@@H]([C@H]([C@@H](O4)C)O)OC(=O)C)O)O)O